C1(=C(C=CC=C1)C=1OCCN1)C=1OCCN1 2,2'-o-phenylene-bis(2-oxazoline)